[1-[5-fluoro-4-(2-methylimidazol-1-yl)pyrimidin-2-yl]piperidin-4-yl]-[(3S)-3-(6-methylpyridin-3-yl)-1,2-oxazolidin-2-yl]methanone FC=1C(=NC(=NC1)N1CCC(CC1)C(=O)N1OCC[C@H]1C=1C=NC(=CC1)C)N1C(=NC=C1)C